CC1N(CCOC1)COC Methylmethoxymethyl-morpholine